C(N)(=O)C=1C=CC2=C(N=C(C3=CC=NC=C23)NCCNCCCCNC(OCC2=CC=CC=C2)=O)C1 Benzyl (4-((2-((8-carbamoylbenzo[c][2,6]naphthyridin-5-yl)amino)ethyl)amino)butyl)carbamate